dicyclohexyl-(2',6-dimethoxy-[1,1'-biphenyl]-2-yl)phosphine C1(CCCCC1)P(C1=C(C(=CC=C1)OC)C1=C(C=CC=C1)OC)C1CCCCC1